OC[C@@H]1CN(CCO1)C(=O)OCC1=CC=CC=C1 benzyl (S)-2-(hydroxymethyl)morpholine-4-carboxylate